3-((tert-butyldiphenylsilyl)-oxy)propanoyl chloride [Si](C1=CC=CC=C1)(C1=CC=CC=C1)(C(C)(C)C)OCCC(=O)Cl